methyl (R)-2-(4,4-difluoro-3-methylpiperidin-1-yl)-4-methyl-5-(trifluoromethyl)nicotinate FC1([C@@H](CN(CC1)C1=C(C(=O)OC)C(=C(C=N1)C(F)(F)F)C)C)F